N-(3-(hydroxymethyl)bicyclo[1.1.1]pent-1-yl)-2-(3-cis-(trifluoromethoxy)cyclobutoxy)acetamide ethyl-5-methyl-4,5,6,7-tetrahydrofuro[3,2-c]pyridine-2-carboxylate C(C)OC(=O)C1=CC=2CN(CCC2O1)C.OCC12CC(C1)(C2)NC(COC2(CCC2)OC(F)(F)F)=O